N1(N=CC=C1)C1=C(N)C=CC(=C1)C(F)(F)F 2-(1H-pyrazol-1-yl)-4-(trifluoromethyl)aniline